N1(CCNCC1)C=1C=C(C=CC1)O 3-(Piperazin-1-yl)phenol